(4R)-N-[(2-chloro-1,6-naphthyridin-7-yl)methyl]-4-cyano-4-methyl-3,4-dihydro-1H-2-benzopyran-6-carboxamide ClC1=NC2=CC(=NC=C2C=C1)CNC(=O)C=1C=CC2=C([C@](COC2)(C)C#N)C1